(Z)-5-((5-Fluoro-1-methyl-2-oxoindolin-3-ylidene)methyl)-2,4-dimethyl-1H-pyrrole-3-carbonyl chloride FC=1C=C2/C(/C(N(C2=CC1)C)=O)=C/C1=C(C(=C(N1)C)C(=O)Cl)C